C(C)(C)(C)OC(=O)N1[C@H](CN(CC1)CCCCC1=CC2=C(N(C(N2C)=O)C2C(NC(CC2)=O)=O)C=C1)C(=O)O (2R)-1-tert-butoxycarbonyl-4-[4-[1-(2,6-dioxo-3-piperidyl)-3-methyl-2-oxo-benzimidazol-5-yl]butyl]piperazine-2-carboxylic acid